3-chloro-2,5-difluoropyridine ClC=1C(=NC=C(C1)F)F